tris[(3-hexadecyloxetan-3-yl)methyl]phosphite C(CCCCCCCCCCCCCCC)C1(COC1)COP(OCC1(COC1)CCCCCCCCCCCCCCCC)OCC1(COC1)CCCCCCCCCCCCCCCC